C(CCCCCCCCCCC)(=O)[O-].C(CCCCCCCCCCC)(=O)[O-].C(C(C)C)[Sn+2]CC(C)C Diisobutyltin dilaurate